(2R)-2-bromo-N-[5-(2,4,5-trifluorophenoxy)pyrazin-2-yl]propanamide Br[C@@H](C(=O)NC1=NC=C(N=C1)OC1=C(C=C(C(=C1)F)F)F)C